OCCS(=O)(=O)NC1=CC(=C(C(=O)NC2=NC(=CC=C2)OCC2(COC2)C)C=C1)N1CCC2(CC2)CC1 4-((2-Hydroxyethyl)sulfonamido)-N-(6-((3-methyloxetan-3-yl)methoxy)pyridin-2-yl)-2-(6-azaspiro[2.5]octan-6-yl)benzamide